C1(CC1)C(=O)N1[C@H]([C@H]([C@H](C1)F)NS(=O)(=O)CC)CC=1C(=C(C=CC1)C1=CC(=CC=C1)F)F N-{(2S,3R,4S)-1-(cyclopropanecarbonyl)-2-[(2,3'-difluoro[1,1'-biphenyl]-3-yl)methyl]-4-fluoropyrrolidin-3-yl}ethanesulfonamide